lead oxide zinc [Zn].[Pb]=O